5-(5-(3-benzyl-1-(thiophene-3-carbonyl)pyrrolidin-3-yl)-6-methyl-1H-indazol-1-yl)-1-methylpyridin-2(1H)-one C(C1=CC=CC=C1)C1(CN(CC1)C(=O)C1=CSC=C1)C=1C=C2C=NN(C2=CC1C)C=1C=CC(N(C1)C)=O